4-((1R,5S)-3,8-diazabicyclo[3.2.1]oct-3-yl)-7H-pyrrolo[2,3-d]pyrimidine trifluoroacetate salt FC(C(=O)O)(F)F.[C@H]12CN(C[C@H](CC1)N2)C=2C1=C(N=CN2)NC=C1